C(C1=CC=CC=C1)N1C(=NC2=C1C=CC=C2)CNCCC(C)C N-[(1-benzyl-1H-benzimidazol-2-yl)-methyl]isoamylamine